BrC1=CC2=C(C=3N=CC=NC13)N=C(C(=C2C2=C1C=NN(C1=C(C=C2)F)C2OCCCC2)N)OCC2=CC=C(C=C2)OC 5-bromo-7-[7-fluoro-1-(oxan-2-yl)indazol-4-yl]-9-[(4-methoxyphenyl)methoxy]pyrido[2,3-f]quinoxalin-8-amine